6-((1R,5S)-8-azabicyclo[3.2.1]oct-3-yl)-N4-(3,4-dichloro-2-fluorophenyl)-7-methoxyquinazoline-4,6-diamine trifluoroacetate salt FC(C(=O)O)(F)F.[C@H]12CC(C[C@H](CC1)N2)C2(CC=1C(=NC=NC1C=C2OC)NC2=C(C(=C(C=C2)Cl)Cl)F)N